C1(CC1)N1N=CC(=C1)C=1C=CC=2N(C(C(=C(N2)NC2=C(C=C(C=C2)S(=O)(=O)N2CCN(CC2)CCCCCCCCCCCCC(=O)OC)F)C)=O)C1 methyl 13-(4-((4-((7-(1-cyclopropyl-1H-pyrazol-4-yl)-3-methyl-4-oxo-4H-pyrido[1,2-a]pyrimidin-2-yl)amino)-3-fluorophenyl)sulfonyl)piperazin-1-yl)tridecanoate